N-(3-chloro-5-(methylsulfonylamino)phenyl)-5-methyl-1-(5-(4-methyl-3-oxopiperazin-1-yl)pyridin-2-yl)-1H-pyrrole-3-carboxamide ClC=1C=C(C=C(C1)NS(=O)(=O)C)NC(=O)C1=CN(C(=C1)C)C1=NC=C(C=C1)N1CC(N(CC1)C)=O